tin-antimony-silver-indium [In].[Ag].[Sb].[Sn]